N1=NC(=CC=C1)CN1N=C2C(=C1)CNC2 2-(1,2-diazin-3-ylmethyl)-5,6-dihydro-4H-pyrrolo[4,3-c]pyrazole